C(C)(C)(C)C1=C(C(=CC=C1)C(C)(C)C)C=1C(=C(C=CC1C1=CC=CC=C1)P([O-])[O-])C1=C(C=CC=C1C(C)(C)C)C(C)(C)C bis(2,6-di-tert-butylphenyl)-4-phenyl-phenylphosphonite